3-(3-((5-Cyclopropyl-2-((3-methyl-1-(1-methylpyrrolidin-3-yl)-1H-pyrazol-4-yl)amino)pyrimidin-4-yl)amino)propyl)-6,6-dimethyl-1,3-oxazinan-2-on C1(CC1)C=1C(=NC(=NC1)NC=1C(=NN(C1)C1CN(CC1)C)C)NCCCN1C(OC(CC1)(C)C)=O